C1(=CC=CC=C1)N1C(=NC=C1C1=CC=CC=C1)SCC1=CC=C(C=C1)C(F)(F)F 1,5-diphenyl-2-((4-(trifluoromethyl)benzyl)thio)-1H-imidazole